isopropoxide Tin(II) [Sn+2].CC([O-])C.CC([O-])C